COC(\C(=C\C(=O)C1=CC2=C(C=C(C3=C2C(=C(O3)C)F)OC)S1)\C)=O (E)-4-(1-fluoro-4-methoxy-2-methylthieno[3,2-E]benzofuran-7-yl)-2-methyl-4-oxobut-2-enoic acid methyl ester